FC=1C=C(C=CC1N1CC2(COC2)C1)C1=NC=NC2=CC=C(C=C12)C1=CC(=NC=C1)N 4-(4-(3-fluoro-4-(2-oxa-6-azaspiro[3.3]heptan-6-yl)phenyl)quinazolin-6-yl)pyridin-2-amine